3-cyclopropoxy-1-(2,2-difluoroethyl)pyrazol-4-amine C1(CC1)OC1=NN(C=C1N)CC(F)F